NC1=NC(=C(C=2C1=NN(N2)CC2=NN(C=C2)C)C2=C(N=CO2)C)C=2C=C(C#N)C=CC2 3-(4-amino-2-((1-methyl-1H-pyrazol-3-yl)methyl)-7-(4-methyl-oxazol-5-yl)-2H-[1,2,3]triazolo[4,5-c]pyridin-6-yl)benzonitrile